OC=1C2=C(N=CN1)N=C(C(=C2)C2(CC2)C#N)OC 1-(4-hydroxy-7-methoxypyrido[2,3-d]pyrimidin-6-yl)cyclopropane-1-carbonitrile